lithium Lithium chloride [Cl-].[Li+].[Li+].[Cl-]